5-methyl-6-[(3S,4S)-3-methylpiperidin-4-yl]pyridazin-3-amine dihydrochloride Cl.Cl.CC=1C=C(N=NC1[C@@H]1[C@@H](CNCC1)C)N